ClC1=C(C=CC=C1)NC(=O)C=1OC(=CC1)C1=C(N=CN1C1CCCCC1)C1=CC=C(C=C1)F N-(2-chlorophenyl)-5-(1-cyclohexyl-4-(4-fluorophenyl)-1H-imidazol-5-yl)furan-2-carboxamide